4-(Cyclopentylmethylene)-2-((1-((1-methyl-1H-pyrazol-4-yl)sulfonyl)piperidin-4-yl)amino)pyrimidine C1(CCCC1)C=C1NC(=NC=C1)NC1CCN(CC1)S(=O)(=O)C=1C=NN(C1)C